BrC1=C(C=CC(=C1)F)[C@@H]1N=C(NC(=C1C(=O)OCC)CBr)C=1SC=CN1 ethyl (R)-4-(2-bromo-4-fluorophenyl)-6-(bromomethyl)-2-(thiazol-2-yl)-1,4-dihydropyrimidine-5-carboxylate